((R)-1-(3,5-dichloropyridin-4-yl)ethoxy)-3-(5-fluoro-6-((2R,3S)-2-methyl-3-((methylsulfonyl)methyl)azetidin-1-yl)pyridin-3-yl)-1H-indazole ClC=1C=NC=C(C1[C@@H](C)ON1N=C(C2=CC=CC=C12)C=1C=NC(=C(C1)F)N1[C@@H]([C@H](C1)CS(=O)(=O)C)C)Cl